7,12-Dimethyl-benz[a]anthracen CC=1C2=CC=C3C(=C2C(=C2C=CC=CC12)C)C=CC=C3